NC=1C=CC(=C2CN(C(C12)=O)CC(C(=O)N)=C)C=1C=C2C(N(NC2=CC1)C)=O 2-{[7-amino-4-(2-methyl-3-oxo-2,3-dihydro-1H-indazol-5-yl)-1-oxo-2,3-dihydro-1H-isoindol-2-yl]methyl}prop-2-enamide